NC1=C2C(=NC=N1)N(N=C2C2=CC=C(C=C2)OC2=CC=CC=C2)[C@H]2CN(CCC2)C(CCCl)=O (R)-1-(3-(4-amino-3-(4-phenoxyphenyl)-1H-pyrazolo[3,4-d]pyrimidine-1-yl)piperidin-1-yl)-3-chloropropane-1-one